C(C)(C)(C)OC(=O)N1CC=C(CC1)C=1C=C2C(=NC(N(C2=CC1)C)=O)NC(C)C1=CC(=CC=C1)C(F)(F)F 4-(1-methyl-2-oxo-4-((1-(3-trifluoromethylphenyl)ethyl)amino)-1,2-dihydroquinazolin-6-yl)-5,6-dihydropyridine-1(2H)-carboxylic acid tert-butyl ester